F[C@@H]1[C@@H](C1)NC(OC1=CC=CC=C1)=O phenyl ((1R,2S)-2-fluorocyclopropyl)carbamate